5-methoxy-2-aminoindane COC=1C=C2CC(CC2=CC1)N